C(C1CO1)OC1=CC=C(C=C1)C(C(C)C1=CC=CC=C1)(CCC1=CC=CC=C1)C1=CC=C(C=C1)OCC1CO1 3,3-bis(4-glycidoxyphenyl)-2,5-diphenylpentane